FC(C1=C(C=CC(=C1)C(F)(F)F)C(C)N1N=CC(=C1)NC(=O)C=1C=C(C=NC1)C1=NC=CC=C1)(F)F N-(1-(1-(2,4-bis(trifluoromethyl)phenyl)ethyl)-1H-pyrazol-4-yl)-[2,3'-bipyridine]-5'-carboxamide